N-(2-(trifluoromethyl)phenyl)piperazine-1-carboxamide FC(C1=C(C=CC=C1)NC(=O)N1CCNCC1)(F)F